[(3S)-1-(3-chloro-6,7-difluoroquinoxalin-2-yl)pyrrolidin-3-yl]-2-methylpropanamide ClC=1C(=NC2=CC(=C(C=C2N1)F)F)N1C[C@@H](CC1)C(C(=O)N)(C)C